(2R,4R)-(1-((5-methoxy-7-methyl-1H-indol-4-yl)methyl)-4-(4-(methylsulfonyl)-1H-pyrazol-1-yl)piperidin-2-yl)benzoic acid COC=1C(=C2C=CNC2=C(C1)C)CN1[C@H](C[C@@H](CC1)N1N=CC(=C1)S(=O)(=O)C)C1=C(C(=O)O)C=CC=C1